ClC=1C(=NC=CC1)C(C)=O 1-(3-chloro-pyridin-2-yl)-ethanone